NC(\C(=C/O)\C1=CC=C(C=C1)/C=C/C(=O)C1=CC=C(C(=O)OC)C=C1)=O Methyl 4-[(E)-3-[4-[(Z)-3-amino-1-hydroxy-3-oxoprop-1-en-2-yl]phenyl]prop-2-enoyl]benzoate